C1(CCCCC1)N(C1=CC(=CC=C1)F)C(CC1(CCN(CC1)C(N(C)C1=CC=C(C=C1)F)=O)C(=O)O)=O 4-[2-(N-cyclohexyl-3-fluoro-anilino)-2-oxo-ethyl]-1-[(4-fluorophenyl)-methyl-carbamoyl]piperidine-4-carboxylic acid